N-(2,4-dichlorophenyl)-8-(2-oxa-6-azaspiro[3.4]octan-6-yl)pyrido[3,4-d]pyrimidin-2-amine ClC1=C(C=CC(=C1)Cl)NC=1N=CC2=C(N1)C(=NC=C2)N2CC1(COC1)CC2